(E)-3-(3-(2-trifluoromethylphenyl)acryloyl)oxane FC(C1=C(C=CC=C1)/C=C/C(=O)C1COCCC1)(F)F